ClC1=NC(=C2C(=N1)N(N=C2)CC(F)(F)F)NCC2=CC=C(C=C2)S(=O)(=O)N 4-((6-Chloro-1-(2,2,2-trifluoroethyl)-1H-pyrazolo[3,4-d]pyrimidin-4-yl)aminomethyl)-benzenesulfonamide